O1COC2=C1C=CC(=C2)/C=C/C(=O)C2=C(C=CC=C2)O (E)-3-(benzo[d][1,3]dioxol-5-yl)-1-(2-hydroxyphenyl)prop-2-en-1-one